NC1=NC(=CC(=N1)N1[C@@H](COCCC1)C=1C=C(C=CC1Cl)NC(C)=O)C (R)-N-[3-[4-(2-amino-6-methyl-pyrimidin-4-yl)-1,4-oxazepan-3-yl]-4-chloro-phenyl]acetamide